2-(1-(1-(2,6-dioxopiperidin-3-yl)-1H-benzo[d]imidazol-4-yl)-4-hydroxypiperidin-4-yl)acetic acid O=C1NC(CCC1N1C=NC2=C1C=CC=C2N2CCC(CC2)(O)CC(=O)O)=O